C[N+](C)(CC1=CC=CC=C1)C=C N,N-dimethylvinylbenzylammonium